(3R)-3-[4-(4-[3-Cyano-4-methoxypyrazolo[1,5-a]pyridin-6-yl]-5-methylpyrazol-1-yl)piperidin-1-yl]pyrrolidine-1-carbonitrile C(#N)C=1C=NN2C1C(=CC(=C2)C=2C=NN(C2C)C2CCN(CC2)[C@H]2CN(CC2)C#N)OC